N-(8'-(hydroxymethyl)-4'H-spiro[cyclopropane-1,5'-naphtho[2,1-d]isoxazol]-3'-yl)-2-methoxybenzenesulfonamide OCC1=CC=C2C3(CC=4C(=NOC4C2=C1)NS(=O)(=O)C1=C(C=CC=C1)OC)CC3